C(C)(C)N1C(=NC=C1C)C1=CC=C(CN2C3=NC(=NC=C3NC2=O)C2=C(C=CC=C2)C(C)C)C=C1 9-(4-(1-isopropyl-5-methyl-1H-imidazol-2-yl)benzyl)-2-(2-isopropyl-phenyl)-7,9-dihydro-8H-purin-8-one